6-bromo-5-((2,4-dimethylpyridin-3-yl)oxy)-1H-indazole BrC1=C(C=C2C=NNC2=C1)OC=1C(=NC=CC1C)C